(9H-fluoren-9-yl)methyl ((3R,4R)-1-(4-(7H-pyrrolo[2,3-d]pyrimidin-4-yl)-3,4-dihydro-2H-1,4-thiazine-6-carbonyl)-4-(hydroxymethyl)piperidin-3-yl)carbamate N1=CN=C(C2=C1NC=C2)N2CCSC(=C2)C(=O)N2C[C@@H]([C@@H](CC2)CO)NC(OCC2C1=CC=CC=C1C=1C=CC=CC21)=O